NC1=NC(=C2N=CN(C2=N1)[C@H]1[C@]([C@@H]([C@H](O1)COC(C)=O)O)(C)F)NC.FC1=CC(=CC=2N=CNC21)C 4-(fluoro)-6-(methyl)benzimidazole ((2R,3R,4R,5R)-5-(2-amino-6-(methylamino)-9H-purin-9-yl)-4-fluoro-3-hydroxy-4-methyltetrahydrofuran-2-yl)methyl-acetate